COC(C1CCN(CC1)C=1C=C(C=CC1)S(=O)(=O)C1=CC=C(C=C1)NC=1N=CC2=C(N1)N(C(C21CC1)=O)[C@H]1C[C@@H](CCC1)OC1OCCCC1)OC 2'-[(4-{3-[4-(dimethoxymethyl)piperidin-1-yl]benzenesulfonyl}phenyl)amino]-7'-[(1R,3R)-3-(oxan-2-yloxy)cyclohexyl]spiro[cyclopropane-1,5'-pyrrolo[2,3-d]pyrimidin]-6'-one